IC=1N(C=C(C1)OCC1=CC=C(C=C1)OC)COCC[Si](C)(C)C 2-Iodo-4-((4-methoxybenzyl)oxy)-1-((2-(trimethylsilyl)ethoxy)methyl)-1H-pyrrole